FC=1C=C2C(=NC1)CN(C2)C(=O)NC2=CC=C(C=C2)C2CCN(CC2)S(=O)(=O)CC(C)(C)O 3-fluoro-N-(4-(1-((2-hydroxy-2-methylpropyl)sulfonyl)piperidin-4-yl)phenyl)-5,7-dihydro-6H-pyrrolo[3,4-b]pyridine-6-carboxamide